4-hydroxybenzoic acid-N-(4-hydroxy-3-methoxybenzyl) amide OC1=C(C=C(CNC(C2=CC=C(C=C2)O)=O)C=C1)OC